(2S,5R)-6-(benzyloxy)-N-((1-methyl-1H-imidazol-4-yl)sulfonyl)-7-oxo-1,6-diazabicyclo[3.2.1]octane-2-carboximidamide C(C1=CC=CC=C1)ON1[C@@H]2CC[C@H](N(C1=O)C2)C(NS(=O)(=O)C=2N=CN(C2)C)=N